C(C)(C)(C)OC(=O)N1C(C2=C(CC1)NC(=C2NC2=C(C(=CC=C2)Cl)OC)C2=C(C=NC=C2)OC[C@H]2N(CCOC2)C(=O)OC(C)(C)C)=O tert-butyl (3S)-3-[({4-[5-(tert-butoxycarbonyl)-3-[(3-chloro-2-methoxyphenyl)amino]-4-oxo-1H,6H,7H-pyrrolo[3,2-c]pyridin-2-yl]pyridin-3-yl}oxy) methyl]morpholine-4-carboxylate